C(CCCCCCCCCCC\C=C/CCCCCCCC)(=O)OCCCCCCCCCCCCCC myristyl erucate